ClC=1C=C(C=C(C1)O[Si](C(C)C)(C(C)C)C(C)C)C=1C(=NN(C1I)C1=CC=C(C#N)C=C1)C(F)(F)F 4-(4-(3-chloro-5-((triisopropylsilyl)oxy)phenyl)-5-iodo-3-(trifluoromethyl)-1H-pyrazol-1-yl)benzonitrile